C(C)(C)(C)C1=CC=C(C=C1)C1CN=C(O1)C1=CC=CC=C1 5-(4-(tert-butyl)phenyl)-2-phenyl-4,5-dihydrooxazole